(difluoromethyl)-1,2,4-triazine-3,5(2h,4h)-dione FC(F)N1N=CC(NC1=O)=O